Ethanedioic acid, bis(trimethylsilyl) ester C(C(=O)O[Si](C)(C)C)(=O)O[Si](C)(C)C